FC(C=1C=C(C=C(C1)C(F)(F)F)C1(CC1)N(C(=O)N([C@H]1[C@@H](CN(CC1)C(=O)OC(C)(C)C)C1=CC(=C(C=C1)Cl)Cl)C)C)(F)F tert-butyl (3R,4R)-4-{[{1-[3,5-bis(trifluoromethyl)phenyl]cyclopropyl}(methyl)carbamoyl](methyl)amino}-3-(3,4-dichlorophenyl)piperidine-1-carboxylate